bis(tertbutylimino)bis(dimethylamino)tungsten C(C)(C)(C)N=[W](N(C)C)(N(C)C)=NC(C)(C)C